6-methyl-7-(2-methyl-4-(6-(trifluoromethyl)quinazolin-2-yl)phenyl)-1-(tetrahydro-2H-pyran-2-yl)-6,7-dihydro-1H-pyrazolo[3,4-f][1,4]oxaazepin CC1COC=2C(=CN1C1=C(C=C(C=C1)C1=NC3=CC=C(C=C3C=N1)C(F)(F)F)C)N(NC2)C2OCCCC2